((3R)-1-(1-(1-(4-methoxybenzyl)-2,6-dioxopiperidin-3-yl)-3-methyl-2-oxo-2,3-dihydro-1H-benzo[d]imidazol-5-yl)pyrrolidin-3-yl)methyl 4-methylbenzenesulfonate CC1=CC=C(C=C1)S(=O)(=O)OC[C@H]1CN(CC1)C1=CC2=C(N(C(N2C)=O)C2C(N(C(CC2)=O)CC2=CC=C(C=C2)OC)=O)C=C1